[5-(5-fluoro-6-oxo-1H-pyridin-3-yl)-3-methoxy-pyrazin-2-yl]-5-methyl-3-phenyl-isoxazole-4-carboxamide FC1=CC(=CNC1=O)C=1N=C(C(=NC1)NC(=O)C=1C(=NOC1C)C1=CC=CC=C1)OC